[O-]C12C(CCCC1)([O-])O2 dioxidocyclohexene oxide